ethyl-6-hydroxyhexanoate C(C)OC(CCCCCO)=O